(R)-1-(4-((5-(1-(2,2-difluoropropyl)-1H-benzo[d][1,2,3]triazol-6-yl)-4-methoxypyrrolo[2,1-f][1,2,4]triazin-2-yl)amino)-3,3-difluoropiperidin-1-yl)-2-hydroxyethan-1-one FC(CN1N=NC2=C1C=C(C=C2)C=2C=CN1N=C(N=C(C12)OC)N[C@H]1C(CN(CC1)C(CO)=O)(F)F)(C)F